NCC(=O)NC\C=C\C1=C2C(=NC=3C=C4C(=CC13)OCO4)C4=CC1=C(C(N4C2)=O)COC([C@]1(O)CC)=O (S,E)-2-amino-N-(3-(7-ethyl-7-hydroxy-8,11-dioxo-7,8,11,13-tetrahydro-10H-[1,3]dioxolo[4,5-g]pyrano[3',4':6,7]indolizino[1,2-b]quinolin-14-yl)allyl)acetamide